(R)-8-(5-(3-Cyanophenyl)isoxazol-3-yl)-9-oxooctahydro-2H-pyrazino[1,2-a]pyrazin C(#N)C=1C=C(C=CC1)C1=CC(=NO1)N1C([C@@H]2N(CCNC2)CC1)=O